(E)-1-[2-(3,3-Dimethylbutoxy)-6-hydroxyphenyl]-3-(4-hydroxyphenyl)prop-2-en-1-one CC(CCOC1=C(C(=CC=C1)O)C(\C=C\C1=CC=C(C=C1)O)=O)(C)C